ClC1=C(OC2=CC=CC3=C2NC(=NS3(=O)=O)NCC=3N=CC2=CC=CC=C2C3)C=CC=C1 5-(2-chlorophenoxy)-3-((isoquinolin-3-ylmethyl)amino)-4H-benzo[e][1,2,4]thiadiazine 1,1-dioxide